BrC1=CC=C(\C=C/2\C(=O)OCC2(C)C)C=C1 (E)-2-p-bromobenzylidene-3,3-dimethylbutyrolactone